[Si](C)(C)(C(C)(C)C)OC1C(NC(C1)C=1C=NC=C(C1)F)=O 3-((tert-butyldimethylsilyl)oxy)-5-(5-fluoropyridin-3-yl)pyrrolidin-2-one